C(C1=CC=CC=C1)OC=1C=2N(C(=CC1)CC(=O)NC(C(=O)OC(C)(C)C)CC(=O)OC(C)(C)C)C=CN2 Di-tert-butyl 2-(2-(8-(benzyloxy)imidazo[1,2-a]pyridin-5-yl) acetamido)succinate